C1OCCC2=CC=C(C=C12)C1=CC(=C(C(=C1)C(C)C)CC(=O)O)C(C)C 2-(4-(isochroman-7-yl)-2,6-diisopropylphenyl)acetic acid